3-(cyclohexyl-(hydroxy)methyl)-1-ethylquinoxaline C1(CCCCC1)C(C=1CN(C2=CC=CC=C2N1)CC)O